tert-butyl N-[(2R)-1-fluoro-3-hydroxy(3,3-2H2)propan-2-yl]carbamate FC[C@@H](C([2H])([2H])O)NC(OC(C)(C)C)=O